rac-tert-butyl {[2,5-dioxo-4-(pyrazin-2-yl)imidazolidin-4-yl]methyl}carbamate O=C1NC([C@](N1)(C1=NC=CN=C1)CNC(OC(C)(C)C)=O)=O |r|